COC=1C=C(C=CC1C)NC(=O)C1(CCC(CC1)NCC1=CC=C(C=C1)OC)C (1r,4r)-N-(3-methoxy-4-methylphenyl)-4-((4-methoxybenzyl)amino)-1-methylcyclohexane-1-carboxamide